C=1C=CN2C=CC3=C(C12)C=CC=C3 benzindolizine